O=C1NC(CCC1N1C(C2=CC=C(C=C2C1)NC(=O)C=1C=C2C(=NC1)N(C=C2C)C(C)C)=O)=O N-(2-(2,6-dioxopiperidin-3-yl)-1-oxoisoindolin-5-yl)-1-isopropyl-3-methyl-1H-pyrrolo[2,3-b]pyridine-5-carboxamide